tert-butyl 4-ethyl-4-(phenylcarbamoyl)piperidine-1-carboxylate C(C)C1(CCN(CC1)C(=O)OC(C)(C)C)C(NC1=CC=CC=C1)=O